COC1=CC=C(C=C1)S(=O)(=O)NCC1=CC(=C(C(=C1)CN1CCCC1)O)CN1CCCC1 4-methoxy-N-(3,5-bis-(1-pyrrolidinylmethyl)-4-hydroxybenzyl)benzenesulfonamide